tert-butyl N-tert-butoxycarbonyl-N-[3-fluoro-4-[[5-(2-fluoro-4-methyl-phenoxy)-4-methyl-3-pyridyl]methyl]-2-pyridyl]carbamate C(C)(C)(C)OC(=O)N(C(OC(C)(C)C)=O)C1=NC=CC(=C1F)CC=1C=NC=C(C1C)OC1=C(C=C(C=C1)C)F